2-(4,4-difluoro-1-methylcyclohexyl)acetic acid-d FC1(CCC(CC1)(C)CC(=O)O[2H])F